(S)-5,5-Difluoro-1-(quinolin-8-yl)-3-((trifluoromethyl)sulfonyl)-4,5,6,7-tetrahydro-1H-indol-4-ol FC1([C@H](C=2C(=CN(C2CC1)C=1C=CC=C2C=CC=NC12)S(=O)(=O)C(F)(F)F)O)F